(2S,9aR)-2-Ethyl-5-hydroxy-6,10-dioxo-3,4,6,9,9a,10-hexahydro-2H-1-oxa-4a,8a-diaza-anthracen C(C)[C@@H]1O[C@@H]2CN3C=CC(C(=C3C(N2CC1)=O)O)=O